3,6-diacetyl-1-aminonaphthalene C(C)(=O)C=1C=C(C2=CC=C(C=C2C1)C(C)=O)N